3-(1-oxo-5-(5-(trifluoromethoxy)indoline-1-carbonyl)isoindolin-2-yl)piperidine O=C1N(CC2=CC(=CC=C12)C(=O)N1CCC2=CC(=CC=C12)OC(F)(F)F)C1CNCCC1